2-amino-N-cyclohexyl-N-methyl-benzylamine NC1=C(CN(C)C2CCCCC2)C=CC=C1